C(C)(C)(C)[C@@H](NC(CCOCCOCCNC(CN1CCN(CC1)C1=CC(=C(C=C1)C(NC1=NNC2=CC=C(C=C12)CC1=CC(=CC(=C1)F)F)=O)NC1CCOCC1)=O)=O)C (S)-14-(tert-butyl)-1-(4-(4-((5-(3,5-difluorobenzyl)-1H-indazol-3-yl)carbamoyl)-3-((tetrahydro-2H-pyran-4-yl)amino)phenyl)piperazin-1-yl)-2,12-dioxo-6,9-dioxa-3,13-diazapentadecan